4,4'-((hexane-1,6-diylbis(oxy))bis(6-methylheptane-6,2-diyl))bis(1,3-dioxolan-2-one) C(CCCCCOC(CCCC(C)C1OC(OC1)=O)(C)C)OC(CCCC(C)C1OC(OC1)=O)(C)C